N6-hydroxy-isopentenyl-5-amino-adenosine ON=C1C2(N=CN([C@]3([C@H](O)[C@H](O)[C@@H](CO)O3)CCC(=C)C)C2=NC=N1)N